2,4,6-triethylphenylbutylmagnesium C(C)C1=C(C(=CC(=C1)CC)CC)CCCC[Mg]